C(C)(C)(C)[S@@](=O)N R-(+)-tert-butansulfinamide